[Mn].[Fe].F[P] fluoro-phosphorus iron manganese